(3-bromo-5-hydroxyphenyl)(morpholino)methanone BrC=1C=C(C=C(C1)O)C(=O)N1CCOCC1